NC1=CC=C(CCN2C(OC(C2=O)C)C=2C(=NN(C2)C2=CC=C(C=C2)Br)C2=NC=C(C=C2)Cl)C=C1 3-(4-Aminophenethyl)-2-(1-(4-bromophenyl)-3-(5-chloropyridin-2-yl)-1H-pyrazol-4-yl)-5-methyl-oxazolidin-4-one